[I-].FC(C([NH3+])(F)F)(C1=CC=CC=C1)F tetrafluorophenethyl-ammonium iodide